[Si](C)(C)(C(C)(C)C)OC1C([C@@H](O[C@@H]1CON=CCCCCCCCCC)N1C(NC(C=C1)=O)=O)OC 1-[(2R,5R)-4-[tert-butyl(dimethyl)silyl]oxy-5-[(decylideneamino)oxymethyl]-3-methoxy-tetrahydrofuran-2-yl]pyrimidine-2,4-dione